N-(pyrimidin-5-ylmethyl)Pyridin-2-amine N1=CN=CC(=C1)CNC1=NC=CC=C1